cis-Muconate C(\C=C/C=C/C(=O)[O-])(=O)[O-]